bis(ethyltetramethylcyclopentadienyl)zirconium C(C)C1=C(C(=C(C1(C)[Zr]C1(C(=C(C(=C1CC)C)C)C)C)C)C)C